N-(2-chloro-6-((3,5-dimethylisoxazol-4-yl)oxy)pyridin-4-yl)-5-(2-(methylsulfonyl)propan-2-yl)benzo[b]thiophene-2-carboxamide ClC1=NC(=CC(=C1)NC(=O)C1=CC2=C(S1)C=CC(=C2)C(C)(C)S(=O)(=O)C)OC=2C(=NOC2C)C